C(C)(C)(C)OC(=O)NC1=CC=C(C=C1)C(C=1C=CC(=C(C1)NC(=O)C1=CC(=NN1C=1C=C(CNC(OC(C)(C)C)=O)C=CC1)C(F)(F)F)F)NCC1CC1 tert-butyl 3-(5-((5-((4-tertbutoxycarbonylaminophenyl)((cyclopropylmethyl)amino)methyl)-2-fluorophenyl)carbamoyl)-3-(trifluoromethyl)-1H-pyrazol-1-yl)benzylcarbamate